CC=1C(=C(C=C(C1)C(F)(F)F)O)C1=CC=C2C(=N1)N=CN2[C@H]2CN(CCC2)C (R)-3-methyl-2-(1-(1-methylpiperidin-3-yl)-1H-imidazo[4,5-b]pyridin-5-yl)-5-(trifluoromethyl)phenol